methyl (2S)-5-(2-amino-5-bromopyridin-3-yl)-2-{[(tert-butoxy)carbonyl]amino}pent-4-ynoate NC1=NC=C(C=C1C#CC[C@@H](C(=O)OC)NC(=O)OC(C)(C)C)Br